The molecule is an imidazo[1,2-a]pyridine compound having a 4-tolyl group at the 2-position, an N,N-dimethylcarbamoylmethyl group at the 3-position and a methyl substituent at the 6-position. It has a role as a central nervous system depressant, a GABA agonist and a sedative. CC1=CC=C(C=C1)C2=C(N3C=C(C=CC3=N2)C)CC(=O)N(C)C